2,6-bis(hydroxymethyl)-4-methoxypyridine OCC1=NC(=CC(=C1)OC)CO